CC(=CC=C1C2CC3(CC(CC1C3)(C2)C(=O)O)C2=CC=CC=C2)C 6-(3-methylbut-2-en-1-ylidene)-3-phenyladamantane-1-carboxylic acid